4-[(6-bromo-5-fluoro-2-pyridinyl)oxymethyl]-3-(2-hydroxyethyl)benzonitrile BrC1=C(C=CC(=N1)OCC1=C(C=C(C#N)C=C1)CCO)F